FC(S(=O)(=O)NC1=C(C=C(C=C1)F)C1=CC=C2C(C(COC2=C1)C(C)C1=NC=CC=C1)O)(F)F 1,1,1-trifluoro-N-(4-fluoro-2-(4-hydroxy-3-(1-(pyridin-2-yl)ethyl)chroman-7-yl)phenyl)methane-sulfonamide